2-({2-[(2-methoxyethoxy)methyl]-6-(trifluoromethyl)pyridine-3-yl}carbonyl)cyclohexan-1,3-dion COCCOCC1=NC(=CC=C1C(=O)C1C(CCCC1=O)=O)C(F)(F)F